N,N'-bis-(3,5-di-tert-butyl-4-hydroxyphenylpropionyl)-hydrazine C(C)(C)(C)C=1C=C(C=C(C1O)C(C)(C)C)CCC(=O)NNC(CCC1=CC(=C(C(=C1)C(C)(C)C)O)C(C)(C)C)=O